Cl.OC(CNC(=O)C1CNC1)C N-(2-hydroxypropyl)azetidine-3-carboxamide hydrochloride